8-amino-2'-deoxyadenosine NC=1N([C@H]2C[C@H](O)[C@@H](CO)O2)C=2N=CN=C(C2N1)N